OC1CC(OC(C1O)(C)C)CNC1=C(C=C(C=C1)S(=O)(=O)NC(C1=CC=CC=C1)=O)[N+](=O)[O-] N-((4-(((4,5-dihydroxy-6,6-dimethyltetrahydro-2H-pyran-2-yl)methyl)amino)-3-nitrophenyl)sulfonyl)benzamide